FC1=C(C(=C(C(=C1)I)F)OC)F 1,2,4-trifluoro-5-iodo-3-methoxybenzene